ClC1=C(C=CC=C1)[C@@H](C)OC(=O)NC1=C(SC=C1)C1=CC=C(C=C1)NC(=O)[C@@H]1[C@@H](CCCC1)C(=O)O Cis-2-((4-(3-((((R)-1-(2-chlorophenyl)ethoxy)carbonyl)amino)thiophen-2-yl)phenyl)carbamoyl)cyclohexane-1-carboxylic acid